ClC1=NN(N=C1)C=1C=C(C=CC1C(F)(F)F)NC(=O)N1C2CC(CC1(C2)C(=O)O)C 6-((3-(4-chloro-2H-1,2,3-triazol-2-yl)-4-(trifluoromethyl)phenyl)carbamoyl)-3-methyl-6-azabicyclo[3.1.1]heptane-1-carboxylic acid